C(C1=CC=CC=C1)(=O)[N] benzoyl-nitrogen